ClC1=C(CNC2=C3C(=NC(=N2)C2=CC=C(C#N)C=C2)N(N=C3CC)C)C=CC=C1 4-(4-((2-chlorobenzyl)amino)-3-ethyl-1-methyl-1H-pyrazolo[3,4-d]pyrimidin-6-yl)benzonitrile